C(C=1C(O)=CC=CC1)NS(=O)(=O)N salicyl-sulfamide